C[S+](CC#C)C.CO methanol, dimethyl-(prop-2-yn-1-yl)sulfonium salt